ClC1=NC(=NC(=C1C1OCCO1)Cl)C 4,6-Dichloro-5-(1,3-dioxolan-2-yl)-2-methylpyrimidine